BrC1=NC=2NC(NC(C2N1)=O)=O 8-bromo-xanthine